platinum-copper-gold [Au].[Cu].[Pt]